NC1=C(C=C(C(=N1)F)C=1C=C(CN2CCN(CC2)C(=O)OC(C)(C)C)C=CC1)C=1C=C2CCNC(C2=CC1)=O tert-butyl 4-(3-(6-amino-2-fluoro-5-(1-oxo-1,2,3,4-tetrahydroisoquinolin-6-yl)pyridin-3-yl)benzyl)piperazine-1-carboxylate